5-(1H-indol-5-yl)isoxazole-3-carboxylic acid ethyl ester C(C)OC(=O)C1=NOC(=C1)C=1C=C2C=CNC2=CC1